ClC1=NC(=C(C(=N1)Cl)OCC[C@H]1N(CCC1)C(=O)OC(C)(C)C)Cl tert-butyl (S)-2-(2-((2,4,6-trichloropyrimidin-5-yl)oxy)ethyl)pyrrolidine-1-carboxylate